2-(4-fluoropiperidin-1-yl)-1-(4-(3-isopropyl-2-(8-methyltetrazolo[1,5-a]pyridin-6-yl)-1H-indol-5-yl)piperidin-1-yl)ethan-1-one FC1CCN(CC1)CC(=O)N1CCC(CC1)C=1C=C2C(=C(NC2=CC1)C=1C=C(C=2N(C1)N=NN2)C)C(C)C